N-(4-chlorophenyl)pyrrolidin-2-one ClC1=CC=C(C=C1)N1C(CCC1)=O